CC=1N=C2N(N=C(C(=C2C)C)N2CC=3C=C(C=NC3CC2)C=2C(=CC=3N(C2)C=CN3)C)C(C1)=O 2,8,9-trimethyl-7-(3-(7-methylimidazo[1,2-a]pyridin-6-yl)-7,8-dihydro-1,6-naphthyridin-6(5H)-yl)-4H-pyrimido[1,2-b]pyridazin-4-one